C(C1=CC=CC=C1)(=O)OCC(CCCC)CC.C(C1=CC=CC=C1)(=O)OCC(CCCC)CC di(2-ethylhexyl) dibenzoate